4-(4-carbamoylphenoxy)benzoic acid ethyl ester C(C)OC(C1=CC=C(C=C1)OC1=CC=C(C=C1)C(N)=O)=O